(R)-1-(1-acryloylpyrrolidin-3-yl)-3-(3-chloro-4-((2,4-difluorobenzyl)oxy)phenyl)-1H-imidazo[4,5-c]pyridin-2(3H)-one C(C=C)(=O)N1C[C@@H](CC1)N1C(N(C=2C=NC=CC21)C2=CC(=C(C=C2)OCC2=C(C=C(C=C2)F)F)Cl)=O